N-(5-chloro-6-(2H-1,2,3-triazol-2-yl)pyridin-3-yl)-3-(isoquinolin-5-yl)-1-methyl-4-(trifluoromethyl)-1H-pyrazole-5-carboxamide ClC=1C=C(C=NC1N1N=CC=N1)NC(=O)C1=C(C(=NN1C)C1=C2C=CN=CC2=CC=C1)C(F)(F)F